BrC1=NN(C(=N1)OC1=CC(=CC(=C1)F)F)CC(F)F 3-bromo-1-(2,2-difluoroethyl)-5-(3,5-difluorophenoxy)-1H-1,2,4-triazole